Cl.NCC=1C=CC2=C(C1)C1(CCN(CC1)C(=O)C1=CC=C(C=C1)OCC(CO)O)CO2 (5-(aminomethyl)-2H-spiro[benzofuran-3,4'-piperidine]-1'-yl)(4-(2,3-dihydroxypropoxy)phenyl)methanone hydrochloride